C1(=CC=CC=C1)NC(OC(C(F)(F)F)(C)[C@]1(CN(CC1)C(C)(C)C=1C=NC(=CC1)C)CCC=1SC(=CC1)F)=O |o1:15| 1,1,1-trifluoro-2-((R or S)-3-(2-(5-fluoro-thiophen-2-yl)ethyl)-1-(2-(6-methylpyridin-3-yl)propan-2-yl)pyrrolidin-3-yl)propan-2-yl phenylcarbamate